C(C)(C)(C)OC(C(CSSCC(C(=O)OC(C)(C)C)(N)C(=O)OC(C)(C)C)(N)C(=O)OC(C)(C)C)=O diBoc-L-cystine di(t-butyl) ester